(1R,5S)-3-(7-(3-hydroxynaphthalen-1-yl)-2-((tetrahydro-1H-pyrrolizin-7a(5H)-yl)methoxy)quinazolin-4-yl)-N-(pyrrolidin-3-yl)-3,8-diazabicyclo[3.2.1]octane-8-carboxamide OC=1C=C(C2=CC=CC=C2C1)C1=CC=C2C(=NC(=NC2=C1)OCC12CCCN2CCC1)N1C[C@H]2CC[C@@H](C1)N2C(=O)NC2CNCC2